(S)-N-(2-methoxy-1-methyl-ethyl)hexane-3-imine COC[C@H](C)N=C(CC)CCC